4-(5-chloro-2-(4-chloro-1H-1,2,3-triazol-1-yl)phenyl)-5-methoxy-1-(1-phenyl-3-butyn-2-yl)pyridin-2(1H)-one ClC=1C=CC(=C(C1)C1=CC(N(C=C1OC)C(CC1=CC=CC=C1)C#C)=O)N1N=NC(=C1)Cl